Acrylic acid, 2-tert-butyl-6-(3-tert-butyl-2-hydroxy-5-methylbenzyl)-4-methyl-phenyl ester C(C=C)(=O)OC1=C(C=C(C=C1CC1=C(C(=CC(=C1)C)C(C)(C)C)O)C)C(C)(C)C